CC1=C(C(=C2CCCC2=C1)NC(=O)NS(=O)(=O)C1=NN(C=C1)C[C@H]1OCC1)C1=CC=2N(C=C1)N=CC2 (S)-N-((6-methyl-5-(pyrazolo[1,5-a]pyridin-5-yl)-2,3-dihydro-1H-inden-4-yl)carbamoyl)-1-(oxetan-2-ylmethyl)-1H-pyrazole-3-sulfonamide